[N+](=O)([O-])/N=C(/NCCCN(CCCCCCCC(=O)OC(CCCCCCCC)CCCCCCCC)CCCCCCCC(=O)OCCCCCCCCC)\N heptadecan-9-yl (E)-8-((3-(2-nitroguanidino)propyl)(8-(nonyloxyl)-8-oxooctyl)amino)octanoate